FC1=CC2=C(N=C(S2)C)C=C1CN1C[C@@H](C[C@@H]1C)O (3R,5S)-1-[(6-fluoro-2-methyl-1,3-benzothiazol-5-yl)methyl]-5-methylpyrrolidin-3-ol